5-chloro-N-(imino(pyridin-4-yl)methyl)-2-(trifluoromethyl)isonicotinamide ClC1=CN=C(C=C1C(=O)NC(C1=CC=NC=C1)=N)C(F)(F)F